8-allyl-7,4'-dimethoxymethoxyflavanone C(C=C)C=1C(=CC=C2C(CC(OC12)C1=CC=C(C=C1)OCOC)=O)OCOC